O=C1N(C=CC=C1)CC1=CC=C(C=C1)C1=CC(=CC=C1)C1C(NC(CC1)=O)=O 3-(4'-((2-oxopyridin-1(2H)-yl)methyl)-[1,1'-biphenyl]-3-yl)piperidine-2,6-dione